Cl.Cl.N(=NC(C(=N)N)(C)C)C(C(=N)N)(C)C 2,2'-azobis-[2-methyl-propionamidine] dihydrochloride